(2S)-2-amino-3-(4-(2-amino-6-((R)-1-(5-chloro-2',3',4',5'-tetrahydro-[1,1'-biphenyl]-2-yl)-2,2,2-trifluoroethoxy)pyrimidin-4-yl)cyclohex-3-en-1-yl)propanoic acid hydrochloride Cl.N[C@H](C(=O)O)CC1CC=C(CC1)C1=NC(=NC(=C1)O[C@@H](C(F)(F)F)C1=C(C=C(C=C1)Cl)C=1CCCCC1)N